tert-butyl (S)-4-(2-(3-(2-(2-methylazetidin-1-yl)-6-(trifluoromethyl)pyrimidin-4-yl)-1,2,4-oxadiazol-5-yl)-2-methylpropanoyl)piperidine-1-carboxylate C[C@@H]1N(CC1)C1=NC(=CC(=N1)C1=NOC(=N1)C(C(=O)C1CCN(CC1)C(=O)OC(C)(C)C)(C)C)C(F)(F)F